[N+](=O)([O-])C1=CC(=C(C=C1)C(C#N)C)C(F)(F)F (4-nitro-2-trifluoromethylphenyl)propionitrile